N-(1-(5-fluoro-2-(2-fluoroethoxy)phenyl)ethyl)-3-(1-(tetrahydro-2H-pyran-4-yl)-1H-pyrazol-4-yl)pyrazolo[1,5-a]pyrimidin-5-amine FC=1C=CC(=C(C1)C(C)NC1=NC=2N(C=C1)N=CC2C=2C=NN(C2)C2CCOCC2)OCCF